(2S,4R)-1-((S)-2-(1-Cyanocyclopropanecarboxamido)-3,3-dimethylbutanoyl)-4-hydroxy-N-(4-(4-methylthiazol-5-yl)benzyl)pyrrolidine-2-carboxamide C(#N)C1(CC1)C(=O)N[C@H](C(=O)N1[C@@H](C[C@H](C1)O)C(=O)NCC1=CC=C(C=C1)C1=C(N=CS1)C)C(C)(C)C